BrC1=CC(=C(C=C1)C(C)(C)C)OC 4-bromo-1-tert-butyl-2-methoxybenzene